ClC=1C=C(C=CC1O)NC=1C(NC(C1C1=C(C=CC=C1)[N+](=O)[O-])=O)=O 3-(3-chloro-4-hydroxyphenylamino)-4-(2-nitrophenyl)-1H-pyrrole-2,5-dione